C(C)N1OC([C@H]2[C@H]1C(CC(C2)CC)CC)(C)C |r| rac-(3ar,7ar)-1,5,7-triethyl-3,3-dimethyloctahydrobenzo[c]isoxazole